FC1=C(C(=CC=C1)F)C1=C2C=CN(C(C2=CN=C1)=O)CC=1N=C2N(C=C(C=C2)C)C1 5-(2,6-difluorophenyl)-2-((6-methylimidazo[1,2-a]pyridin-2-yl)methyl)-2,7-naphthyridin-1(2H)-one